NC=1C(=C(C(=O)[O-])C(=CC1Br)F)C 3-amino-4-bromo-6-fluoro-2-methylbenzoate